1-nonanol N,N-dihexylaminoacetate C(CCCCC)N(CCCCCC)CC(=O)OCCCCCCCCC